Cl.C(C)N(C1=NC=C(C=N1)C1=C2C=C(C(=CC2=CC2=C1C(OC2)=O)OC)OC)C(C)C 9-(2-(ethyl-(isopropyl)amino)pyrimidin-5-yl)-6,7-dimethoxynaphtho[2,3-c]furan-1(3H)-one hydrochloride